CC=1OC2=C(C1C(=O)N[C@H]1CN(CC1)C(=O)OC(C)(C)C)C=C(C=C2)OCC2=CC=C(C=C2)C(F)(F)F tert-butyl (R)-3-(2-methyl-5-((4-(trifluoromethyl)benzyl)oxy)benzofuran-3-carboxamido)-pyrrolidine-1-carboxylate